C(CCCCCCCCCCCCCCCC)S(=O)(=O)Cl heptadecyl-sulfonyl chloride